tert-Butyl 3,4-dichloro-1-(4-(2-methoxyethyl)-3,3-dimethylpiperazin-1-yl)-12-oxo-6a,7,9,10-tetrahydro-6H-pyrazino[2,1-c]pyrido[3,4-f][1,4]oxazepine-8(12H)-carboxylate ClC1=C(C2=C(C(N3C(CO2)CN(CC3)C(=O)OC(C)(C)C)=O)C(=N1)N1CC(N(CC1)CCOC)(C)C)Cl